CC1=CC=C(C=C1)C(=O)OC2=C(C=C(C=C2)C(C[NH2+]C(C)(C)C)O)OC(=O)C3=CC=C(C=C3)C.CS(=O)(=O)[O-] The molecule is the methanesulfonate salt of bitolterol. A beta2-adrenergic receptor agonist, it is used for relief of bronchospasm in conditions such as asthma, chronic bronchitis and emphysema. It has a role as a bronchodilator agent, an anti-asthmatic drug and a beta-adrenergic agonist. It is a methanesulfonate salt, a carboxylic ester, a diester and a secondary alcohol. It contains a bitolterol.